[Cl-].[Cl-].N1=C(C=CC=C1)C1=NC=CC=C1.N1=C(C=CC=C1)C1=NC=CC=C1.[Ni+2] Nickel bis(bipyridine) dichloride